COCC(C(C)C)(CCCC(C)C)COC 3,3-bis(methoxymethyl)-2,7-dimethyloctane